C(C=C)(=O)OCCCCCCC[Si](OC)(OC)OC acryloyloxyheptyltrimethoxysilane